N-(4-(2-chlorophenyl)thiazol-2-yl)-5-(2,7-diazaspiro[3.5]nonan-7-yl)picolinamide hydrochloride Cl.ClC1=C(C=CC=C1)C=1N=C(SC1)NC(C1=NC=C(C=C1)N1CCC2(CNC2)CC1)=O